COC[C@@H](CC(C)C)NC=1NC(/C(/N1)=C/C1=NC2=CC=CN=C2C=C1)=O (4Z)-2-[[(1R)-1-(methoxymethyl)-3-methyl-butyl]amino]-4-(1,5-naphthyridin-2-ylmethylene)-1H-imidazol-5-one